ClC=1C=C(OC2CCC(CC2)C=2N=C(N=NC2C(=O)N)N2CCC(CC2)C=O)C=CC1C#N ((1r,4r)-4-(3-chloro-4-cyanophenoxy)cyclohexyl)-3-(4-formylpiperidin-1-yl)-1,2,4-triazine-6-carboxamide